1-(4-chloro-2-methylphenyl)-3-(6-methoxy-2-methylpyridin-3-yl)-6-(trifluoromethyl)-2,3-dihydropyrido[2,3-d]pyrimidin-4(1H)-one ClC1=CC(=C(C=C1)N1CN(C(C2=C1N=CC(=C2)C(F)(F)F)=O)C=2C(=NC(=CC2)OC)C)C